S-Nitrosothiolen N(=O)S1C=CCC1